4-(2-(3-chloro-4-fluorophenoxy)-5-nitrophenyl)-6-methyl-1,6-dihydro-7H-pyrrolo[2,3-C]pyridin-7-one ClC=1C=C(OC2=C(C=C(C=C2)[N+](=O)[O-])C=2C3=C(C(N(C2)C)=O)NC=C3)C=CC1F